BrC1=CN(C=2N=C(N=C(C21)Cl)Cl)[C@@H]2C[C@@H]([C@H]1OC(O[C@H]12)(C)C)C1=CC(=CC=C1)CO[Si](C)(C)C(C)(C)C 5-bromo-7-((3aS,4R,6R,6aR)-6-(3-(((tert-butyldimethylsilyl)oxy)methyl)phenyl)-2,2-dimethyltetrahydro-4H-cyclopenta[d][1,3]dioxol-4-yl)-2,4-dichloro-7H-pyrrolo[2,3-d]pyrimidine